(E)-3-(1-Benzofuran-5-yl)-1-[2-hydroxy-4-methyl-6-[(2R,3R,4S,5S,6R)-3,4,5-trihydroxy-6-(hydroxymethyl)thian-2-yl]oxyphenyl]prop-2-en-1-one O1C=CC2=C1C=CC(=C2)/C=C/C(=O)C2=C(C=C(C=C2O[C@@H]2S[C@@H]([C@H]([C@@H]([C@H]2O)O)O)CO)C)O